5-bromo-1,3,4-trimethylpyridin BrC=1C(=C(CN(C1)C)C)C